Methyl 3-((3-(4-(2-chlorobenzamido)phenyl)-1-methyl-1H-pyrazol-5-yl)carbamoyl)benzoate ClC1=C(C(=O)NC2=CC=C(C=C2)C2=NN(C(=C2)NC(=O)C=2C=C(C(=O)OC)C=CC2)C)C=CC=C1